tert-butyl-diphenyl-[2-[[3,5-dimethyl-7-[(5-methylpyrazol-1-yl)methyl]-1-adamantyl]oxy]ethoxy]silane C(C)(C)(C)[Si](OCCOC12CC3(CC(CC(C1)(C3)CN3N=CC=C3C)(C2)C)C)(C2=CC=CC=C2)C2=CC=CC=C2